2-((1H-pyrazol-3-yl)methyl)-6-((5-fluoro-1H-pyrazol-3-yl)methyl)-4-methyl-4H-thiazolo[5',4':4,5]pyrrolo[2,3-d]pyridazin-5(6H)-one N1N=C(C=C1)CC=1SC2=C(N(C=3C(N(N=CC32)CC3=NNC(=C3)F)=O)C)N1